(1S,3S)-3-({5-[N-(2-cyclopropyl-4-iodo-5-methylphenyl)but-2-ynamido]-1-methylpyrazolo[4,3-b]pyridin-3-yl}oxy)cyclohexane-1-carboxylic acid C1(CC1)C1=C(C=C(C(=C1)I)C)N(C(C#CC)=O)C1=CC=C2C(=N1)C(=NN2C)O[C@@H]2C[C@H](CCC2)C(=O)O